3-[4-Fluoro-5-[3-[[(3R,4R)-3-fluoro-4-piperidinyl]oxymethyl]azetidin-1-yl]-3-methyl-2-oxo-benzimidazol-1-yl]piperidine-2,6-dione FC1=C(C=CC=2N(C(N(C21)C)=O)C2C(NC(CC2)=O)=O)N2CC(C2)CO[C@H]2[C@@H](CNCC2)F